FC(C1=NNC=2C1=NC(=CC2)CC2CC1(CN(C1)C(=O)N1C[C@@H]3[C@@H](OCC(N3)=O)CC1)C2)(F)F (4aR,8aS)-6-[6-[[3-(trifluoromethyl)-1H-pyrazolo[4,3-b]pyridin-5-yl]methyl]-2-azaspiro[3.3]heptane-2-carbonyl]-4,4a,5,7,8,8a-hexahydropyrido[4,3-b][1,4]oxazin-3-one